N1N=CN=C1.[Li] lithium 1,2,4-triazole salt